4-bromopentylbutyrate BrC(CCCOC(CCC)=O)C